CC1([C@@H](COC1)N1C(=NC2=C1C=C(C=C2)C(=O)O)CC2=C(C=C(C=C2)C2=NC(=CC=C2)OCC=2SC(=NN2)OC)F)C (S)-1-(4,4-dimethyltetrahydrofuran-3-yl)-2-(2-fluoro-4-(6-((5-methoxy-1,3,4-thiadiazol-2-yl)methoxy)pyridin-2-yl)benzyl)-1H-benzo[d]imidazole-6-carboxylic acid